(R)- or (S)-1-(2-benzylphenoxy)propan-2-ol C(C1=CC=CC=C1)C1=C(OC[C@@H](C)O)C=CC=C1 |o1:11|